C[Si](O[Si](CCC1CC2OC2CC1)(C)C)(CCC1CC2OC2CC1)C 1,1,3,3-Tetramethyl-1,3-bis[2-(7-oxabicyclo[4.1.0]hept-3-yl)ethyl]disiloxane